2,3-dimethylanthraquinone CC1=CC=2C(C3=CC=CC=C3C(C2C=C1C)=O)=O